N-(6-acetylbenzo[d][1,3]dioxol-5-yl)-2-(methyl-(piperidin-4-yl)amino)acetamide dihydrochloride Cl.Cl.C(C)(=O)C=1C(=CC2=C(OCO2)C1)NC(CN(C1CCNCC1)C)=O